BrC=1C=CC(=NC1)N1C=CC=NC=C1 3-(5-bromopyridin-2-yl)-3,6-diazepine